N1=CC=C(C=C1)C1=CC=C(C=C1)N(C1=CC=C(C=O)C=C1)C1=CC=C(C=C1)C1=CC=NC=C1 4-[bis[4-(4-pyridyl)phenyl]amino]-benzaldehyde